2-[3-[[(3R)-1-Ethyl-3-piperidyl]amino]-1,2,4-triazin-6-yl]-3-methyl-5-(trifluoromethyl)phenol C(C)N1C[C@@H](CCC1)NC=1N=NC(=CN1)C1=C(C=C(C=C1C)C(F)(F)F)O